COC1=CC=CC(=N1)CN1N=CC2=C(C1=O)N(C1=C2C=CC(=N1)CC1=NC(=CC=C1)C)C 7-((6-methoxypyridin-2-yl)methyl)-9-methyl-2-((6-methylpyridin-2-yl)methyl)-7,9-dihydro-8H-pyrido[3',2':4,5]pyrrolo[2,3-d]pyridazin-8-one